1-(4-aminophenyl)-3-(4-methoxyphenyl)prop-2-en-1-one tert-butyl-(1-(4-((3-nitro-6-phenylpyridin-2-yl)amino)benzyl)piperidin-4-yl)carbamate C(C)(C)(C)N(C(O)=O)C1CCN(CC1)CC1=CC=C(C=C1)NC1=NC(=CC=C1[N+](=O)[O-])C1=CC=CC=C1.NC1=CC=C(C=C1)C(C=CC1=CC=C(C=C1)OC)=O